9-(3-bromo-5-chloro-4-methylphenyl)-3,6-dimethylphenyl-9H-carbazole BrC=1C=C(C=C(C1C)Cl)N1C2=CC=CC=C2C=2C=CC=C(C12)C1=CC(=CC=C1C)C